10-ethyl-3,7-diformylphenothiazine C(C)N1C2=CC=C(C=C2SC=2C=C(C=CC12)C=O)C=O